BrCC1(CC1)CC(=O)OCC Ethyl [1-(Bromomethyl)cyclopropyl]acetate